FC([C@@H]1CCC=2N1C1=C(N2)C=CC(=C1)[C@@H]1[C@H](C1)C=1C=2N(N=C(C1)C=1C(NC(NC1)=O)=O)C=CN2)(F)F 5-(8-((1S,2S)-2-((S)-1-(trifluoromethyl)-2,3-dihydro-1H-benzo[d]pyrrolo[1,2-a]imidazol-7-yl)cyclopropyl)imidazo[1,2-b]pyridazin-6-yl)pyrimidine-2,4(1H,3H)-dione